5'-adenylic acid disodium salt [Na+].[Na+].[C@@H]1([C@H](O)[C@H](O)[C@@H](COP(=O)([O-])[O-])O1)N1C=NC=2C(N)=NC=NC12